COC=1C=C(C=CC1OCCCCCCCCCCCCCC)C=CCC=CC1=CC(=C(C=C1)OCCCCCCCCCCCCCC)OC 1,5-bis(3-methoxy-4-tetradecyloxyphenyl)penta-1,4-diene